N-((3,5-diisopropyl-1-(2,2,2-trifluoroethyl)-1H-pyrazol-4-yl)carbamoyl)-6,6-dimethyl-6,7-dihydro-5H-pyrazolo[5,1-b][1,3]oxazine-3-sulfonamide C(C)(C)C1=NN(C(=C1NC(=O)NS(=O)(=O)C=1C=NN2C1OCC(C2)(C)C)C(C)C)CC(F)(F)F